3-[3-(4-Fluoro-benzyl)-3H-imidazo[4,5-b]pyridin-2-yl]-N-((S)-2-hydroxy-1-phenyl-ethyl)-propionamide FC1=CC=C(CN2C(=NC=3C2=NC=CC3)CCC(=O)N[C@H](CO)C3=CC=CC=C3)C=C1